[Zn].S1C(=NC2=C1C=CC=C2)C2=C(C=CC=C2)O.S2C(=NC1=C2C=CC=C1)C1=C(C=CC=C1)O bis[2-(2-benzothiazolyl)phenol] zinc